5-chloro-1-(4-(5-(difluoromethyl)-1,3,4-oxadiazole-2-yl)-2-fluorobenzyl)-3-(1-(oxetan-3-yl)piperidine-4-yl)-1,3-dihydro-2H-benzo[d]imidazole-2-one ClC1=CC2=C(N(C(N2C2CCN(CC2)C2COC2)=O)CC2=C(C=C(C=C2)C=2OC(=NN2)C(F)F)F)C=C1